Cl.FC=1C=C(OC2=C3C(=NC=C2)NC=C3C3=CC(=NC=N3)N)C=C(C1)F 6-(4-(3,5-difluorophenoxy)-1H-pyrrolo[2,3-b]pyridin-3-yl)pyrimidin-4-amine hydrochloride